FC1CN(CC1)CC1=NC=CC=C1 2-((3-fluoropyrrolidin-1-yl)methyl)pyridine